FC1=C(C=CC(=C1)OC1=NN(C=C1)C=1C=NC(=CC1)C)NC1=NC=NC2=CC(=C(C=C12)OC1C[C@H]2CC[C@@H](C1)N2C(C=C)=O)OC 1-((1R,3s,5S)-3-((4-((2-fluoro-4-((1-(6-methylpyridin-3-yl)-1H-pyrazol-3-yl)oxy)phenyl)amino)-7-methoxyquinazolin-6-yl)oxy)-8-azabicyclo[3.2.1]octan-8-yl)prop-2-en-1-one